FC1=CC=C(C=C1)[C@@H]1OC=CC=C1 (R)-2-(p-fluorophenyl)-2H-pyran